(E)-N-(4-(((4-((2-(aminomethyl)-3-fluoroallyl)oxy)phenyl)sulfonyl)methyl)bicyclo[2.2.2]octan-1-yl)cyclopropanecarboxamide NC/C(/COC1=CC=C(C=C1)S(=O)(=O)CC12CCC(CC1)(CC2)NC(=O)C2CC2)=C\F